6,6'-(4'-(tert-butyl)-[1,1':2',1''-terphenyl]-3,4''-diyl)bis(2,4-diphenyl-1,3,5-triazine) C(C)(C)(C)C=1C=C(C(=CC1)C1=CC(=CC=C1)C1=NC(=NC(=N1)C1=CC=CC=C1)C1=CC=CC=C1)C1=CC=C(C=C1)C1=NC(=NC(=N1)C1=CC=CC=C1)C1=CC=CC=C1